C1(CCCC1)OCCCCC=O 5-(cyclopentyloxy)valeraldehyde